2-(6-Acetyloxy-6-methylheptan-2-yl)cyclopropane-1-carboxylic acid methyl ester COC(=O)C1C(C1)C(C)CCCC(C)(C)OC(C)=O